OC1=C(C=CC=C1)C=1N=NC=2NC=3CCN([C@@H](C3C2C1)C)C(C=CCN1CCCCCC1)=O 1-[(R)-3-(o-hydroxyphenyl)-5-methyl-6,7,8,9-tetrahydro-5H-1,2,6,9-tetraazafluoren-6-yl]-4-(1-azepanyl)-2-buten-1-one